methyl (2S,4R)-1-((9,9-difluoro-9H-fluorene-4-carbonyl)glycyl)-4-(difluoromethoxy)pyrrolidine-2-carboxylate FC1(C2=CC=CC=C2C=2C(=CC=CC12)C(=O)NCC(=O)N1[C@@H](C[C@H](C1)OC(F)F)C(=O)OC)F